CN1N=CC=C1B(O)O (1-methyl-1H-pyrazol-5-yl)boronic acid